1-(1-(4-bromophenyl)cyclopropyl)-N,N-dimethylmethanamine BrC1=CC=C(C=C1)C1(CC1)CN(C)C